N-[(5-Methylpyrazin-2-yl)methyl]-3-(5-methyl-1,3-thiazol-2-yl)-5-[(3S)-tetrahydrofuran-3-ylmethoxy]benzamide CC=1N=CC(=NC1)CNC(C1=CC(=CC(=C1)OC[C@@H]1COCC1)C=1SC(=CN1)C)=O